C(CCCCCCCCCCC)OCCCC(CCN)N dodecyloxypropyl-1,3-diaminopropane